[2-(2-methoxyethyl)tricyclo[3.3.1.13,7]dec-2-yl]methanol COCCC1(C2CC3CC(CC1C3)C2)CO